tert-butyl ((8R,9aS)-2-((R)-1-(3,4-dichlorophenylsulfonamido)-4-methylpentan-2-yl)-1-oxo-5-phenethyloctahydro-1H-pyrrolo[1,2-a][1,4]diazepin-8-yl)carbamate ClC=1C=C(C=CC1Cl)S(=O)(=O)NC[C@@H](CC(C)C)N1C([C@H]2N(C(CC1)CCC1=CC=CC=C1)C[C@@H](C2)NC(OC(C)(C)C)=O)=O